(5S)-2-(5-chloro-6-methoxypyridine-3-carbonyl)-9,9-dimethyl-8-oxo-2-azaspiro[4.5]dec-6-ene-7-carbonitrile ClC=1C=C(C=NC1OC)C(=O)N1C[C@@]2(CC1)C=C(C(C(C2)(C)C)=O)C#N